pyrrole glutamate N[C@@H](CCC(=O)O)C(=O)O.N1C=CC=C1